C(#N)C1(CCN(CC1)C(=O)OC(C)(C)C)O tert-butyl 4-cyano-4-hydroxypiperidine-1-carboxylate